N-Ethyl-2,2,2-trifluoro-1-(8-(8-methoxyimidazo[1,2-a]pyrazin-6-yl)imidazo[1,2-a]pyridin-6-yl)ethan-1-amine C(C)NC(C(F)(F)F)C=1C=C(C=2N(C1)C=CN2)C=2N=C(C=1N(C2)C=CN1)OC